((2S,4S)-1-acryloyl-4-(4-(((S)-1-(dimethylamino)propan-2-yl)oxy)-6-fluoro-7-(4-fluorophenyl)-8-methyl-1H-[1,2,3]triazolo[4,5-c]quinolin-1-yl)piperidin-2-yl)acetonitrile C(C=C)(=O)N1[C@@H](C[C@H](CC1)N1N=NC=2C(=NC=3C(=C(C(=CC3C21)C)C2=CC=C(C=C2)F)F)O[C@H](CN(C)C)C)CC#N